C(CCCCCCCCCCCCCCCCC)[C@]1(C(=C(C(=O)O1)O)O)[C@@H](O)CO stearyl-L-ascorbic acid